CN(CCOCCOCCO)C 2-[2-(2-dimethylaminoethoxy)ethoxy]ethanol